10-(hydroxymethyl)octadecanoic acid OCC(CCCCCCCCC(=O)O)CCCCCCCC